ClC1=C(C=C(C=C1)C1CCN(CC1)C1=CC(=C(N)C=C1F)OC)OC(F)(F)F 4-[4-[4-chloro-3-(trifluoromethoxy)phenyl]-1-piperidyl]-5-fluoro-2-methoxy-aniline